FC=1C=C(C=CC1F)B(O)O (3,4-difluorophenyl)-boronic acid